C(C)(C)(C)OOC1(CC(CC(C1)C)(C)C)OOC(C)(C)C 1,1-bis(tertiary-butylperoxy)-3,3,5-trimethyl-cyclohexane